C1(=CC=C(C=C1)N1C(C2=CC=CC=C2CC1)C(F)F)C1=CC=CC=C1 2-([1,1'-biphenyl]-4-yl)-1-(difluoromethyl)-1,2,3,4-tetrahydroisoquinoline